2-[(cis)-3-methyl-3-{[2-(trimethylsilyl)ethoxy]methoxy}cyclobutyl]-4-(trifluoromethyl)-1-{[2-(trimethylsilyl)ethoxy]methyl}-1H-1,3-benzimidazol-6-ol CC1(CC(C1)C1=NC2=C(N1COCC[Si](C)(C)C)C=C(C=C2C(F)(F)F)O)OCOCC[Si](C)(C)C